C(N)(OC(COC)C1=CC(=NC=C1)OCC(F)(F)F)=O (2-methoxy-1-(2-(2,2,2-trifluoroethoxy) pyridin-4-yl) ethyl) carbamate